1-((2S,4S,5S)-5-((7H-pyrrolo[2,3-d]pyridin-4-yl)amino)-4-fluoro-2-methylpiperidin-1-yl)prop-2-en-1-one N=1C=CC=2C1CC=NC2N[C@@H]2[C@H](C[C@@H](N(C2)C(C=C)=O)C)F